FC1=C(C=CC=C1)C=1N=C(N=NC1C1=CC(=NC=C1)C(F)(F)F)NC=1C=NC=CC1 5-(2-fluorophenyl)-N-(pyridin-3-yl)-6-(2-(trifluoromethyl)pyridin-4-yl)-1,2,4-triazin-3-amine